C(C)(C)C1=C(C=CC=C1)C1N(CCN(C1)C1COCC1)C1CC2(C1)CCNCC2 2-(2-(2-isopropylphenyl)-4-(tetrahydrofuran-3-yl)piperazin-1-yl)-7-azaspiro[3.5]nonane